tert-butyl 3-((2-(((((di-tert-butoxyphosphoryl)oxy)methoxy)carbonyl)amino)ethyl)amino)propanoate C(C)(C)(C)OP(=O)(OC(C)(C)C)OCOC(=O)NCCNCCC(=O)OC(C)(C)C